OC1=CC=C(C=C1)C(C1=CC(=C(C=C1)O)I)C1=CC(=C(C=C1)O)I 4,4'-((4-hydroxyphenyl)methylene)bis(2-iodophenol)